D-(-)-2,2-dichloro-N-(β-hydroxy-α-(hydroxymethyl)-p-nitrophenylethyl)acetamide C1=CC(=CC=C1[C@H]([C@@H](CO)NC(=O)C(Cl)Cl)O)[N+](=O)[O-]